ClC1=CC=C(C=N1)C(CC(=O)OCC)=O Ethyl 3-(6-chloropyridin-3-yl)-3-oxopropanoate